C(CCCCCCCCCCCCCCC)OP(=O)([O-])OCC[N+](C)(C)C n-Hexadecylphosphocholin